CC1(OB(OC1(C)C)C(C(=O)[O-])CCCC)C (4,4,5,5-tetramethyl-1,3,2-dioxaborolan-2-yl)hexanoate